2-ethylhexyl sulfosuccinate (2-ethylhexyl sulfosuccinate) C(C)C(CC(C(=O)O)(CC(=O)O)S(=O)(=O)O)CCCC.S(=O)(=O)(O)C(C(=O)OCC(CCCC)CC)CC(=O)O